N-(3-bromo-1-cyclopropyl-1H-pyrrolo[2,3-c]pyridin-5-yl)acetamide BrC1=CN(C2=CN=C(C=C21)NC(C)=O)C2CC2